OC(C)(C)C1=CC=CC(=N1)NC(C1=C(C=C(C=C1)S(=O)(=O)C)N1CCC2(CC2)CC1)=O N-(6-(2-Hydroxypropan-2-yl)pyridin-2-yl)-4-(methylsulfonyl)-2-(6-azaspiro[2.5]octan-6-yl)benzamide